C(C)(C)[C@H]1[C@@H](C[C@@H](CC1)C)C(=O)NC1CC(CC1)S(=O)(=O)C (1R,2S,5R)-2-isopropyl-5-methyl-N-(3-(methylsulfonyl)cyclopentyl)cyclohexane-1-carboxamide